O1C=C(C2=C1C=CC=C2)C[C@@H](B2OC(C(O2)(C)C)(C)C)NC(=O)[C@H]2[C@@H]1CC[C@H](C2)O1 (1S,2R,4R)-N-((R)-2-(benzofuran-3-yl)-1-(4,4,5,5-tetramethyl-1,3,2-dioxaborolan-2-yl)ethyl)-7-oxabicyclo[2.2.1]heptane-2-carboxamide